N-[(15aS,16R)-17,17,20-trifluoro-7,13-dimethyl-1-oxo-2,3,15a,16,17,18-hexahydro-1H,15H-4,8-(azeno)-14,10-(metheno)pyrrolo[1,2-j][1,8,10]oxadiazacycloheptadecin-16-yl]ethanesulfonamide FC1([C@@H]([C@H]2N(C(NCC=3C=CC(=C(OC=4C=CC(=C(C2)C4F)C)N3)C)=O)C1)NS(=O)(=O)CC)F